3-bromo-5-fluoro-4-methyl-pyridine BrC=1C=NC=C(C1C)F